borane (2-(((2-(diphenylphosphino)ethoxy)carbonyl)(methyl)amino)-1,3-phenylene)bis(methylene) bis(chloroformate) ClC(=O)OCC1=C(C(=CC=C1)COC(=O)Cl)N(C)C(=O)OCCP(C1=CC=CC=C1)C1=CC=CC=C1.B